(4S,7S)-N-((4-carbamimidoylthiophen-2-yl)methyl)-6-((4-phenoxybenzoyl)glycyl)-1-oxa-6-azaspiro[3.4]octane-7-carboxamide C(N)(=N)C=1C=C(SC1)CNC(=O)[C@H]1N(C[C@@]2(CCO2)C1)C(CNC(C1=CC=C(C=C1)OC1=CC=CC=C1)=O)=O